FC1(C2=CC(=CC=C2C=2C=CC(=CC12)C#N)C)F 9,9-Difluoro-7-methyl-9H-fluorene-2-carbonitrile